C1CCC(CC1)N(C)C 4-Cyclohexyldimethylamine